(R)-N-(1-(2-Methyl-4-((3-methyl-[1,1'-biphenyl]-4-yl)methyl)piperazine-1-carbonyl)-1H-pyrazol-3-yl)acetamide C[C@H]1N(CCN(C1)CC1=C(C=C(C=C1)C1=CC=CC=C1)C)C(=O)N1N=C(C=C1)NC(C)=O